FC=1C=C(C=CC1)C1(CCN(CC1)C[C@H](O)C=1C=C2CCC(NC2=CC1)=O)O (-)-(R)-6-{2-[4-(3-fluorophenyl)-4-hydroxy-1-piperidinyl]-1-hydroxyethyl}-3,4-dihydro-2(1H)-quinolinone